1-allyl-3-methyl-1H-pyrazole-4-carbaldehyde C(C=C)N1N=C(C(=C1)C=O)C